[2H5]-hippuric acid C(C(N(C(=O)C1=C(C(=CC=C1)[2H])[2H])[2H])([2H])[2H])(=O)O